C1(CC1)CN1C=C(C2=CC(=CC=C12)C=1NC=CC(N1)=O)C#N 1-cyclopropylmethyl-5-(4-oxo-1,4-dihydropyrimidin-2-yl)-1H-indole-3-carbonitrile